CS(=O)(=O)OCCCCCCNC(=O)OC(C)(C)C 6-((tert-butoxy carbonyl)amino)hexyl methanesulfonate